O=C1C(C(C(C(C(C(C1=O)=O)=O)=O)=O)=O)=O Octaketocyclooctan